NC1=NN=C2N1C(=CC(=C2)C=2CCN(CC2)C(C(C)C)=O)Cl (4-(3-amino-5-chloro-[1,2,4]triazolo[4,3-a]pyridin-7-yl)-3,6-dihydropyridin-1(2H)-yl)-2-methylpropan-1-one